NC1CCC(CC1)NC1=NC=C(C(=N1)C1=CN=C2N1C=C(C=C2)C2=CC=C(C=C2)S(=O)(=O)N(C)C)F 4-(3-(2-(((1r,4r)-4-aminocyclohexyl)amino)-5-fluoropyrimidin-4-yl)imidazo[1,2-a]Pyridine-6-yl)-N,N-dimethylbenzenesulfonamide